C(C1=CC=CC=C1)OC1=C(C(=NC(=C1)Cl)C)C1NC(OC1)=O 4-(4-benzyloxy-6-chloro-2-methyl-3-pyridinyl)oxazolidin-2-one